O-(3,4-dihydro-4-oxo-1,2,3-benzotriazin-3-yl)-N,N,N',N'-tetramethyluronium hexafluorophosphate F[P-](F)(F)(F)(F)F.O=C1N(N=NC2=C1C=CC=C2)OC(=[N+](C)C)N(C)C